FC1=CC=C(C=C1)CC(=O)NC(CO)C1=NC(=NO1)C1=CC=C(C=C1)C(F)(F)F 2-(4-fluorophenyl)-N-(2-hydroxy-1-{3-[4-(trifluoromethyl)phenyl]-1,2,4-oxadiazol-5-yl}ethyl)acetamide